C(CCCCCCCCCCC)N(CCCN)CCCCCCCCCCCC N1,N1-di(dodecyl)propane-1,3-diamine